1-(1H-indol-5-yl)-5,6,7-trimethoxy-2,3-dihydroquinolin-4(1H)-one N1C=CC2=CC(=CC=C12)N1CCC(C2=C(C(=C(C=C12)OC)OC)OC)=O